FC(C(=O)NNC(C1=CN=C(C=C1)CN1C(N(C2(C1=O)CCN(CC2)C2COC2)C2=CC(=CC=C2)F)=O)=O)F N'-(2,2-difluoroacetyl)-6-((1-(3-fluorophenyl)-8-(oxetan-3-yl)-2,4-dioxo-1,3,8-triazaspiro[4.5]dec-3-yl)methyl)nicotinic acid hydrazide